C(CC)(=O)OCC(=CBr)Br 2,3-dibromoprop-2-en-1-yl propionate